N[C@@](COC=1C(=CC(=NC1)C)C1=CC=2N(C=C1)N=C(C2)NC=2C=C(C(N(N2)C)=O)C)(C(F)(F)F)C (S)-6-[[5-[5-(2-amino-3,3,3-trifluoro-2-methyl-propoxy)-2-methyl-4-pyridyl]pyrazolo[1,5-a]pyridin-2-yl]amino]-2,4-dimethyl-pyridazin-3-one